(1S,2S)-2-({8-methoxy-7-[3-(pyrrolidin-1-yl)propoxy]-1H,2H,3H-cyclopenta[c]quinolin-4-yl}amino)cyclohexan-1-ol formate C(=O)O[C@@H]1[C@H](CCCC1)NC1=NC=2C=C(C(=CC2C2=C1CCC2)OC)OCCCN2CCCC2